FC1(CCC(CC1)OC1=CC=C2C(CN(CC2=C1)C(C=C)=O)C)F 1-(7-((4,4-difluorocyclohexyl)oxy)-4-methyl-3,4-dihydroisoquinolin-2(1H)-yl)prop-2-en-1-one